N[C@@H]1CC[C@H]([C@@H](C1)O)C (1R,2R,5R)-5-amino-2-methylcyclohexanol